4-[2-[(2S,3R)-3-fluoro-2-methyl-azetidin-1-yl]-6,7-dihydro-5H-cyclopenta[d]pyrimidin-4-yl]benzamide F[C@H]1[C@@H](N(C1)C=1N=C(C2=C(N1)CCC2)C2=CC=C(C(=O)N)C=C2)C